((1S,3R)-3-((2-bromo-6-(hydroxymethyl)pyridin-3-yl)oxy)cyclopentyl)carbamic acid tert-butyl ester C(C)(C)(C)OC(N[C@@H]1C[C@@H](CC1)OC=1C(=NC(=CC1)CO)Br)=O